(2S)-4-(5-(3-((2-((S)-3-carboxybutanoyl)-4-fluoro-6-methoxy-3,7-dimethylisoindolin-5-yl)oxy)propoxy)-6-methoxyisoindolin-2-yl)-2-methyl-4-oxobutanoic acid C(=O)(O)[C@H](CC(=O)N1CC2=C(C(=C(C(=C2C1C)F)OCCCOC=1C=C2CN(CC2=CC1OC)C(C[C@@H](C(=O)O)C)=O)OC)C)C